3-methyl-5-phenoxy-1H-imidazol-3-ium C[N+]1=CNC(=C1)OC1=CC=CC=C1